Cl.N[C@H](CCO)CC (S)-3-aminopentan-1-ol hydrochloride